C(C=CCCCCC)(=O)[O-].[Cu+2].C(C=CCCCCC)(=O)[O-] copper(II) octenate